COC(C(C(F)(F)F)(C(F)(F)F)F)(C(F)(F)F)F 3-methoxy-2-trifluoromethyl-perfluorobutane